N1C[C@@H](CC1)N1CCC(CC1)O (R)-1-(Pyrrolidin-3-yl)piperidin-4-ol